NC1CCC(CC1)CC1CCC(CC1)N bis-(4-amino-cyclohexyl)methane